C(CCCCC)OC1=CC=C(C=C1)N=NC1=CC=C(C=C1)CCCCCC (4-(hexyloxy)phenyl)-2-(4-hexylphenyl)diazene